CCCC(CCC)[NH3+] 4-heptylammonium